IC=1C=NN2C1N=C(N=C2O)SC 8-iodo-2-(methylsulfanyl)pyrazolo[1,5-a][1,3,5]triazin-4-ol